N-(5-Chloro-1-(2,6-dimethoxyphenyl)-2-(6-ethoxypyridin-2-yl)-1H-imidazo[4,5-b]pyrazin-6-yl)pyridine-3-sulfonamide ClC=1N=C2C(=NC1NS(=O)(=O)C=1C=NC=CC1)N(C(=N2)C2=NC(=CC=C2)OCC)C2=C(C=CC=C2OC)OC